7-(4,4-difluoropiperidin-1-yl)-N-(3-(2,4-dioxotetrahydropyrimidin-1(2H)-yl)phenyl)heptanamide FC1(CCN(CC1)CCCCCCC(=O)NC1=CC(=CC=C1)N1C(NC(CC1)=O)=O)F